S(=O)(=O)(O)O.N1CCNCC1.N1CCNCC1 Dipiperazine Sulfate